C1(CCC1)C=1C(=NN(C1NC(=O)N[C@H]1CC(CC1)(F)F)C)C1CC(C1)(F)F (R)-1-(4-cyclobutyl-3-(3,3-di-fluorocyclobutyl)-1-methyl-1H-pyrazol-5-yl)-3-(3,3-difluoro-cyclopentyl)urea